2-(2-(2-((tert-butyldimethylsilyl)oxy)ethyl)-1,2,3,4-tetrahydroisoquinolin-6-yl)isoindole-1,3-dione [Si](C)(C)(C(C)(C)C)OCCN1CC2=CC=C(C=C2CC1)N1C(C2=CC=CC=C2C1=O)=O